N-(cyclobutylmethyl)-N-methyl-3-(2-methyl-2H-[1,2,3]triazolo[4,5-b]pyridin-6-yl)-6-quinoxalinecarboxamide C1(CCC1)CN(C(=O)C=1C=C2N=C(C=NC2=CC1)C1=CC=2C(N=C1)=NN(N2)C)C